tert-butyl 3-(2-((2,2-difluoro-1-(hydroxymethyl)cyclopropyl)methoxy)-6,8-difluoro-5-methoxyquinazolin-4-yl)-3,8-diazabicyclo[3.2.1]octane-8-carboxylate FC1(C(C1)(CO)COC1=NC2=C(C=C(C(=C2C(=N1)N1CC2CCC(C1)N2C(=O)OC(C)(C)C)OC)F)F)F